CN1N=C(N=C1)C=1C=C(C=CC1)NC(=O)C=1C=NN2C1N=C(C=C2)NC2=CC(=CC=C2)C2=NC=CC=C2 N-(3-(1-methyl-1H-1,2,4-triazol-3-yl)phenyl)-5-((3-(pyridin-2-yl)phenyl)amino)pyrazolo[1,5-a]pyrimidine-3-carboxamide